SC=1C=C(CS)C=CC1 3-mercaptobenzyl mercaptan